ClC1=CC=C(C=C1)C1=CC=CC=2N(C3=CC=CC=C3C12)C1=C(C=CC=C1)C1=CC2=C(SC3=C2C=CC=C3)C=C1 4-(4-chlorophenyl)-9-(2-(dibenzo[b,d]thiophene-2-yl)phenyl)-9H-carbazole